FC(CCC=O)(F)F 4,4,4-trifluoro-1-butanone